C1(CC1)C1=CC(=NN1C1OCCCC1)N 5-Cyclopropyl-1-(oxan-2-yl)-1H-pyrazol-3-amine